5-({5-[(1S,3R)-3-hydroxycyclopentyl]-2-(2-methylprop-2-yl)pyrazol-3-yl}amino)-2,3-dihydro-1H-indene-1-carbonitrile O[C@H]1C[C@H](CC1)C=1C=C(N(N1)C(C)(C)C)NC=1C=C2CCC(C2=CC1)C#N